ClC1=C(OC[C@H]2NC(NC2)=O)C=C(C=C1C(=O)N1[C@H](C=2C(CC1)=C(N(N2)C)C2=CC(=CC(=C2)F)F)C)F (4S)-4-[[2-chloro-3-[(7S)-3-(3,5-difluorophenyl)-2,7-dimethyl-5,7-dihydro-4H-pyrazolo[3,4-c]pyridine-6-carbonyl]-5-fluoro-phenoxy]methyl]imidazolidin-2-one